ClC=1C(=CC(=C(C1)S(=O)(=O)N)[N+](=O)[O-])F 5-chloro-4-fluoro-2-nitrobenzenesulfonamide